FC(C=1C=CC(=NC1)C(CC)O)(F)F 1-[5-(trifluoromethyl)-2-pyridyl]propan-1-ol